4-(5-chloro-4-sulfanylidenepyrrol-2-yl)butanoic acid ClC=1C(C=C(N1)CCCC(=O)O)=S